2-(difluoromethoxy)-4-fluoro-5-nitroaniline FC(OC1=C(N)C=C(C(=C1)F)[N+](=O)[O-])F